4-((3R,4R)-4-((5-cyclopropyl-7-methyl-1H-indol-4-yl)oxy)-1-methylpiperidin-3-yl)benzoic acid C1(CC1)C=1C(=C2C=CNC2=C(C1)C)O[C@H]1[C@@H](CN(CC1)C)C1=CC=C(C(=O)O)C=C1